OC1(CN(C1)CCC)C(F)(F)F (S)-1-(3-hydroxy-3-(trifluoromethyl)azetidin-1-yl)propane